N1N=CC=2C=NC(=CC21)C=CC(=O)N 3-(1H-pyrazolo[4,3-c]pyridin-6-yl)acrylamide